P(OC(C(C)=O)C(CCCCC)N)([O-])=O [1-(1-aminohexyl)-2-oxopropyl] phosphonate